FC(C(=O)O)(F)F.NC1CCC(CC1)NCC(C1=CC=CC=C1)C=1C=CC(=C(C1)C=1C(=CC=C(C1F)F)C(=O)N)Cl 5'-(2-(((1r,4r)-4-Aminocyclohexyl)amino)-1-phenylethyl)-2'-chloro-5,6-difluoro-[1,1'-biphenyl]-2-carboxamide trifluoroacetate